BrC1=CC=C2C=3C(C4=C(C(C3NC2=C1)(C)C)C=C(C(=C4)CC)C4CCNCC4)=O 3-Bromo-9-ethyl-6,6-dimethyl-8-(piperidin-4-yl)-5,6-dihydro-11H-benzo[b]carbazol-11-one